dicarboxylethyl stearyl succinate tetrasodium salt [Na+].[Na+].[Na+].[Na+].C(CCC(=O)OCCCCCCCCCCCCCCCCCC)(=O)OCC(C(=O)[O-])C(=O)[O-].C(=O)([O-])C(COC(CCC(=O)OCCCCCCCCCCCCCCCCCC)=O)C(=O)[O-]